2-O-hydroxyisobutyl-3-O-(1-ethyl-2-hydroxyethyl)ascorbic acid OOC=1C(=O)O[C@@](C1OC(CO)CC)([C@@H](O)CO)CC(C)C